BrC1=NC=C(C=C1OC)C(F)(F)F 2-bromo-3-methoxy-5-(trifluoromethyl)pyridine